P(=O)(O)(O)O.C1(=CC=CC=C1)C=1C(=C(C(=O)[Na])C(=CC1C)C)C phenyl-(2,4,6-trimethyl-benzoyl)sodium phosphate